CN(C(C=C)=O)C1CC(C1)OC=1N=CC2=C(N1)C(=NC=N2)NC2=CC(=C(C=C2)OC2=CC1=C(N(C=N1)C)C=C2)C N-methyl-N-((1r,3r)-3-((8-((3-methyl-4-((1-methyl-1H-benzo[d]imidazol-5-yl)oxy)phenyl)amino)pyrimido[5,4-d]pyrimidin-2-yl)oxy)cyclobutyl)acrylamide